(E)-2-HEXEN C\C=C\CCC